cerium bromooxide BrOBr.[Ce]